1-(4-{2-[1-(2-Ethoxy-ethyl)-1H-pyrazol-4-ylamino]-5-methyl-thiazol-4-yl}-phenyl)-imidazolidin-2-one C(C)OCCN1N=CC(=C1)NC=1SC(=C(N1)C1=CC=C(C=C1)N1C(NCC1)=O)C